FC1(C([C@@H]([C@@H]1F)F)(F)F)F (3R,4S)-1,1,2,2,3,4-Hexafluorocyclobutane